FC1=CC=C(C(=O)OC)C=C1 methyl 4-fluorobenzoate